(1-methyl-1H-imidazol-2-yl)-5-phenylpyrrolo[2,1-f][1,2,4]triazin-4-ol CN1C(=NC=C1)C1=NN2C(C(=N1)O)=C(C=C2)C2=CC=CC=C2